2-amino-6-(2,6-dimethylphenyl)pyrimidin-4-ol NC1=NC(=CC(=N1)O)C1=C(C=CC=C1C)C